Tert-Butyl 4-((1H-indol-2-yl)methyl)piperazine-1-carboxylate N1C(=CC2=CC=CC=C12)CN1CCN(CC1)C(=O)OC(C)(C)C